1-(diethoxyphosphorylmethyl)-2-fluoro-4-methyl-benzene C(C)OP(=O)(OCC)CC1=C(C=C(C=C1)C)F